Cl.NC1=C(C(=NC=N1)NC1=CC(=C2C(NC3(NN2C1=O)CCC3)=O)Cl)C=3C=NN(C3)C 7'-((6-amino-5-(1-methyl-1H-pyrazol-4-yl)pyrimidin-4-yl)amino)-5'-chlorospiro[cyclobutane-1,2'-pyrido[2,1-f][1,2,4]triazine]-4',8'(1'H,3'H)-dione hydrochloride